4-(4-bromonaphthalen-1-yl)-2,6-diphenylpyrimidine BrC1=CC=C(C2=CC=CC=C12)C1=NC(=NC(=C1)C1=CC=CC=C1)C1=CC=CC=C1